CC1(NC(CC(C1)OC(=O)C1=CC(=C(C=C1)C(=O)[O-])C(=O)[O-])(C)C)C (2,2,6,6-tetramethyl-4-piperidyl)-benzene-1,3,4-tricarboxylate